4-fluoro-1-(5-nitro-2-(trifluoromethyl)phenyl)-1H-1,2,3-triazole FC=1N=NN(C1)C1=C(C=CC(=C1)[N+](=O)[O-])C(F)(F)F